6-Methyl-pyrazine-2-carboxylic acid (3-benzenesulfonylamino-adamantan-1-yl)-amide C1(=CC=CC=C1)S(=O)(=O)NC12CC3(CC(CC(C1)C3)C2)NC(=O)C2=NC(=CN=C2)C